C(=O)O.C12CN(CCC(CC1)N2)C=2C=1N(C=C(C2)S(=O)(=O)NC2(CC2)C)C(=NC1Cl)C=1SC(=NN1)C(F)F 8-(3,9-diazabicyclo[4.2.1]nonan-3-yl)-1-chloro-3-(5-(difluoromethyl)-1,3,4-thiadiazol-2-yl)-N-(1-methylcyclopropyl)imidazo[1,5-a]pyridine-6-sulfonamide formate